2-bromo-1-(5-bromo-3-ethylsulfanyl-2-pyridyl)ethanone BrCC(=O)C1=NC=C(C=C1SCC)Br